ClC1(N(CCN1C)C)Cl 2-chloro-1,3-dimethylimidazolidinyl chloride